ClC=1C(=CC(=NC1)N[C@@H](C)[C@@H]1OCC(NC1)=O)N1C(C2=C(C=C1)N(N=C2)CC2=C(C=CC=C2)F)=O |o1:10| rel-(R*)-6-((S)-1-((5-chloro-4-(1-(2-fluorobenzyl)-4-oxo-1,4-dihydro-5H-pyrazolo[4,3-c]pyridin-5-yl)pyridin-2-yl)amino)ethyl)morpholin-3-one